Nα-(tert-butoxycarbonyl)-1-methyl-D-tryptophylglycine C(C)(C)(C)OC(=O)N[C@H](CC1=CN(C2=CC=CC=C12)C)C(=O)NCC(=O)O